BrC1=CN=C2CCCNC2=C1 7-bromo-1,2,3,4-tetrahydro-1,5-naphthyridine